2-acetamido-1,3,6-tri-O-acetyl-4-deoxy-4-fluoroglucopyranose C(C)(=O)N[C@@]1(C(OC(C)=O)O[C@@H]([C@H]([C@@H]1OC(C)=O)F)COC(C)=O)O